FC(C(=O)O)(F)F.CN1N=C2C(=CC(=CC2=C1)C1=NN2C(S1)=NC(=C2)C2CCNCC2)C#N 2-Methyl-5-[6-(piperidin-4-yl)imidazo[2,1-b][1,3,4]thiadiazol-2-yl]-2H-indazol-7-carbonitril Trifluoroacetat